C=CC=C Butdiene